ClC=1C2=C(C(=C(C1)O)C)OC(C=1CN(CCC12)C(=O)OC(C)(C)C)=O tert-butyl 10-chloro-8-hydroxy-7-methyl-5-oxo-4,5-dihydro-1H-chromeno[3,4-c]pyridine-3(2H)-carboxylate